3-amino-1,2,4-triazole-5-one NC=1N=NC(N1)=O